2-(4-hydroxy-3-methoxystyryl)-1-methylquinolinium 4-methylbenzenesulfonate CC1=CC=C(C=C1)S(=O)(=O)[O-].OC1=C(C=C(C=CC2=[N+](C3=CC=CC=C3C=C2)C)C=C1)OC